2-iodo-N-(2-methyl-3-chlorophenyl)benzamide IC1=C(C(=O)NC2=C(C(=CC=C2)Cl)C)C=CC=C1